4,8-cyclododecadien-1-one C1(CCC=CCCC=CCCC1)=O